C1CN(C2=CC=CC=C21)[N+](=O)[O-] nitroindoline